6-chloro-2-(2',5'-di-tert-butyl-phenyl)benzotriazole ClC=1C=CC=2C(=NN(N2)C2=C(C=CC(=C2)C(C)(C)C)C(C)(C)C)C1